Cl.CN(CCN1C(=C(C(C=C1)=O)O)C)C 1-(2-(dimethylamino)ethyl)-3-hydroxy-2-methylpyridin-4(1H)-one hydrochloride